2-(2-(2,6-Dimethylpyridin-4-yl)-3-isopropyl-1H-indol-5-yl)-4,7-dihydrothieno[2,3-c]pyridin CC1=NC(=CC(=C1)C=1NC2=CC=C(C=C2C1C(C)C)C1=CC2=C(CN=CC2)S1)C